benzyl (3S)-3-[(5S)-3,5-dimethyl-2-oxo-1,3-oxazolidin-5-yl]piperidine-1-carboxylate CN1C(O[C@@](C1)(C)[C@@H]1CN(CCC1)C(=O)OCC1=CC=CC=C1)=O